(R)-3-((4-methoxy-5-(1-(1,1,1-trifluoropropan-2-yl)-1H-benzo[d][1,2,3]triazol-6-yl)pyrrolo[2,1-f][1,2,4]triazin-2-yl)amino)-2,2-dimethylpropanenitrile COC1=NC(=NN2C1=C(C=C2)C=2C=CC1=C(N(N=N1)[C@@H](C(F)(F)F)C)C2)NCC(C#N)(C)C